N-(6-amino-5-ethyl-3-pyridyl)-2-[(2R,5S)-2-(1,3-Benzothiazol-5-yl)-5-methyl-1-piperidyl]-2-oxo-acetamide NC1=C(C=C(C=N1)NC(C(=O)N1[C@H](CC[C@@H](C1)C)C=1C=CC2=C(N=CS2)C1)=O)CC